1-(4-trimethylsilylaminophenyl)-1-(4'-dimethylsilylphenyl) ethylene tert-butyl (3R,4S)-4-(3-(2,6-dioxopiperidin-3-yl)-1-methyl-1H-indazol-6-yl)-3-hydroxypiperidine-1-carboxylate O=C1NC(CCC1C1=NN(C2=CC(=CC=C12)[C@H]1[C@H](CN(CC1)C(=O)OC(C)(C)C)O)C)=O.C[Si](C)(C)NC1=CC=C(C=C1)C(=C)C1=CC=C(C=C1)[SiH](C)C